cyclopropyl (3R,4S)-3-(5-{4-amino-5-[(4,4-difluoropiperidin-1-yl)methyl]pyrrolo[2,1-f][1,2,4]triazin-7-yl}-2-methoxypyridine-3-amido)-4-fluoropyrrolidine-1-carboxylate NC1=NC=NN2C1=C(C=C2C=2C=C(C(=NC2)OC)C(=O)N[C@@H]2CN(C[C@@H]2F)C(=O)OC2CC2)CN2CCC(CC2)(F)F